C(C)(C)(C)[Si](OCCO)(C)C 2-(tert-butyl-(dimethyl)silyl)oxyethanol